CC1=NC=CC(=C1)C1=CC=2C=NC(=CC2N1)NC(=O)C=1C=NN(C1)C1COCC1 N-(2-(2-methylpyridin-4-yl)-1H-pyrrolo[3,2-c]pyridin-6-yl)-1-(tetrahydrofuran-3-yl)-1H-pyrazole-4-carboxamide